C1=C(C=CC=2C3=CC=CC=C3NC12)CC(=O)NCC1=CC(=CC=C1)OC(F)(F)F 2-(9H-carbazol-2-yl)-N-(3-(trifluoromethoxy)benzyl)acetamide